CN1CCC(C1)OS(=O)(=O)C1=CC=C(C)C=C1 methyl-4-(tosyloxy)pyrrolidine